OC1=C(C=C(C=C1C(C)(C)C)NC1=NC=NC=N1)C(C)(C)C 6-(4-hydroxy-3',5'-di-t-butylphenylamino)-1,3,5-triazine